N-(2-Aminoethyl)maleimid NCCN1C(C=CC1=O)=O